2-(4-(1-oxoisoquinolin-2-yl)phenyl)butyrate O=C1N(C=CC2=CC=CC=C12)C1=CC=C(C=C1)C(C(=O)[O-])CC